2-[6-[2-[3-[3-amino-6-(2-hydroxyphenyl)pyridazin-4-yl]-3,8-diazabicyclo[3.2.1]octan-8-yl]pyrimidin-5-yl]-2,6-diazaspiro[3.3]heptan-2-yl]spiro[3.3]heptane-6-carboxylic acid NC=1N=NC(=CC1N1CC2CCC(C1)N2C2=NC=C(C=N2)N2CC1(CN(C1)C1CC3(C1)CC(C3)C(=O)O)C2)C2=C(C=CC=C2)O